FC(CN1N=C(C=2C=NC=CC21)C(=O)O)(F)F 1-(2,2,2-trifluoroethyl)-1H-pyrazolo[4,3-c]pyridine-3-carboxylic acid